6-chloro-4-(cyclopropylethynyl)-3-methyl-7-((6-Oxopyrimidin-1(6H)-yl)methyl)-4-(trifluoromethyl)-3,4-dihydro-quinazolin-2(1H)-one ClC=1C=C2C(N(C(NC2=CC1CN1C=NC=CC1=O)=O)C)(C(F)(F)F)C#CC1CC1